Cl.C(C)(C)(C)NCC(=O)C1=CC(=C(C=C1)O)CO 2-(tert-butylamino)-1-[4-hydroxy-3-(hydroxymethyl)phenyl]ethan-1-one hydrogen chloride